ethyl 2-(2-((1-isopropyl-5-(4,4,5,5-tetramethyl-1,3,2-dioxaborolan-2-yl)-1H-indazol-3-yl)methoxy)phenyl)acetate C(C)(C)N1N=C(C2=CC(=CC=C12)B1OC(C(O1)(C)C)(C)C)COC1=C(C=CC=C1)CC(=O)OCC